NC1=NC(=C2C(=N1)N(N=C2)CC2=C(C=CC=C2F)F)C2=NC=CC(=C2)C#N [6-amino-1-[(2,6-difluorophenyl)methyl]pyrazolo[3,4-d]pyrimidine-4-yl]pyridine-4-carbonitrile